(S)-2-((R)-3-Methyl-morpholin-4-yl)-9-pyridin-4-ylmethyl-8-trifluoromethyl-6,7,8,9-tetrahydro-pyrimido[1,2-a]-pyrimidin-4-one C[C@H]1N(CCOC1)C=1N=C2N(C(C1)=O)CC[C@H](N2CC2=CC=NC=C2)C(F)(F)F